C(C)OC=1C=CC2=CN(N=C2C1)C1OCCCC1 6-ethoxy-2-(tetrahydro-2H-pyran-2-yl)-2H-indazole